n-Hexadecyltriethoxysilan C(CCCCCCCCCCCCCCC)[Si](OCC)(OCC)OCC